[Si]([O-])([O-])([O-])O.[Eu+3] europium monosilicate